COC[C@H](C(N[C@@H](CCCC1=CC=CC=C1)B1OC(C(O1)(C)C)(C)C)=O)NC(OC(C)(C)C)=O tertbutyl ((R)-3-methoxy-1-oxo-1-(((R)-4-phenyl-1-(4,4,5,5-tetramethyl-1,3,2-dioxaborolan-2-yl)butyl)amino)propan-2-yl)carbamate